C(C)(=O)C=1C=NN(C1C(F)(F)F)C1=CC=C(C=C1)N1C(C(=C(C=C1)C)Cl)=O 1-(4-(4-acetyl-5-(trifluoromethyl)-1H-pyrazol-1-yl)phenyl)-3-chloro-4-methylpyridin-2(1H)-one